BrC1=CC=C2CN(C(C2=C1)=O)[C@@H](C(=O)NC=1SC=CN1)C1=C(C=CC(=C1)Cl)OC |r| (2RS)-2-(6-bromo-1-oxo-isoindolin-2-yl)-2-(5-chloro-2-methoxy-phenyl)-N-thiazol-2-yl-acetamide